(4-((1S,4S)-7-azabicyclo[2.2.1]heptane-7-carbonyl)thiazol-2-yl)(3-hydroxy-3-methylazetidin-1-yl)methanone C12CCC(CC1)N2C(=O)C=2N=C(SC2)C(=O)N2CC(C2)(C)O